FC(C1=NC=CC(=C1)SC=1C=2N(C(=NC1)N1CCC3(CC1)CC=1C(=NC=CC1)[C@H]3N)C=NN2)(F)F (S)-1'-(8-((2-(trifluoromethyl)pyridin-4-yl)thio)-[1,2,4]-triazolo[4,3-c]pyrimidin-5-yl)-5,7-dihydrospiro[cyclopenta[b]pyridin-6,4'-piperidin]-7-amine